phenyl (3-chloro-5-((1-methylpyrrolidin-3-yl)methoxy)phenyl)carbamate ClC=1C=C(C=C(C1)OCC1CN(CC1)C)NC(OC1=CC=CC=C1)=O